4-chloro-2-(7,7-dimethyl-1-oxo-1,6,7,8-tetrahydro-2H-cyclopenta[4,5]pyrrolo[1,2-d][1,2,4]triazin-2-yl)nicotinaldehyde ClC1=CC=NC(=C1C=O)N1N=CN2C(C1=O)=CC1=C2CC(C1)(C)C